C(C)(C)(C)NC(O[C@H]1C[C@H](CC1)C1=CC(=NN1)NC1=C(N=NC=C1)C)=O (1R,3S)-3-(3-((3-methylpyridazin-4-yl)amino)-1H-pyrazol-5-yl)cyclopentyl tert-butylcarbamate